ClC=1C=C(C=CC(=O)Cl)C=CC1 m-chlorocinnamoyl chloride